1-(5-fluoro-2-(oxetan-3-ylamino)phenyl)ethan-1-one FC=1C=CC(=C(C1)C(C)=O)NC1COC1